(1S,2R,4R)-bicyclo[2.2.1]heptan-2-amine hydrochloride Cl.[C@H]12[C@@H](C[C@H](CC1)C2)N